O=C1SCC(C1)=O 2,4-dioxothiophen